OC1=C(C(=C2C(C(=C(OC2=C1)C1=CC=CC=C1)OC)=O)OC)OC monohydroxytrimethoxyflavone